3-fluoro-4-[(3-fluoro-6,7-dimethoxy-4-quinolyl)methyl]aniline FC=1C=C(N)C=CC1CC1=C(C=NC2=CC(=C(C=C12)OC)OC)F